COC1=CC=C(C=C1)CN(C1=NC(=C(C(=N1)OC)OCC#N)OC)CC1=CC=C(C=C1)OC 2-[2-[bis[(4-methoxyphenyl)methyl]amino]-4,6-dimethoxy-pyrimidin-5-yl]oxyacetonitrile